NC[C@]1([C@H]([C@@H](N[C@H]1CC(C)(C)C)C(=O)NC1=C(C=C(C(=O)O)C=C1)OC)C1=C(C(=CC=C1)Cl)F)C1=C(C=C(C=C1)Cl)F 4-((2R,3S,4S,5S)-4-(aminomethyl)-3-(3-chloro-2-fluorophenyl)-4-(4-chloro-2-fluorophenyl)-5-neopentylpyrrolidine-2-carboxamido)-3-methoxybenzoic acid